3-(5-Cyano-6-(methylsulfonamido)pyrazin-2-yl)-N-(4-phenethoxyphenyl)benzamide C(#N)C=1N=CC(=NC1NS(=O)(=O)C)C=1C=C(C(=O)NC2=CC=C(C=C2)OCCC2=CC=CC=C2)C=CC1